COCCC(CCC)S 1-methoxy-3-hexanethiol